phenyl-3-azabicyclo[3.1.0]hexane C1(=CC=CC=C1)C12CNCC2C1